(2S)-2-amino-3-(2-fluoro-3-hydroxyphenyl)propionic acid N[C@H](C(=O)O)CC1=C(C(=CC=C1)O)F